ethyl 1-cyclopropyl-6-fluoro-4-oxo-1,4-dihydroquinoline-3-carboxylate C1(CC1)N1C=C(C(C2=CC(=CC=C12)F)=O)C(=O)OCC